1-(3,3-difluorocyclobutyl)-N-((R)-1-(3-(difluoromethyl)-2-fluorophenyl)ethyl)-4-(((1R,5S,8r)-3-methyl-3-azabicyclo[3.2.1]octan-8-yl)amino)-6-oxo-1,6-dihydropyridine-3-carboxamide FC1(CC(C1)N1C=C(C(=CC1=O)NC1[C@H]2CN(C[C@@H]1CC2)C)C(=O)N[C@H](C)C2=C(C(=CC=C2)C(F)F)F)F